[3-(3-sulfanyl propanoyloxy)-2,2-bis(3-sulfanylpropanoyloxymethyl)propyl] 3-sulfanylpropanoate SCCC(=O)OCC(COC(CCS)=O)(COC(CCS)=O)COC(CCS)=O